C(C)(CC)OC(C)CC sec-Butylether